tert-butyl 4-[5-amino-1-pyrimidin-2-yl-3-(trifluoromethyl)pyrazol-4-yl]-3,6-dihydro-2H-pyridine-1-carboxylate NC1=C(C(=NN1C1=NC=CC=N1)C(F)(F)F)C=1CCN(CC1)C(=O)OC(C)(C)C